3'-(9H-carbazol-9-yl)-[1,1'-biphenyl] C1=CC=CC=2C3=CC=CC=C3N(C12)C=1C=C(C=CC1)C1=CC=CC=C1